3-(N-((2,6-Diisopropylphenyl)carbamoyl)sulfamoyl)-N,N,1-trimethyl-1H-pyrazole-5-carboxamide, sodium salt [Na].C(C)(C)C1=C(C(=CC=C1)C(C)C)NC(=O)NS(=O)(=O)C1=NN(C(=C1)C(=O)N(C)C)C